ClC1=C(C=C(C=C1)N1CC(C2=NC(=CC=C21)C(=O)N2C(CN(CC2)C=2SC(=C(N2)C(=O)O)C)(C)C)(C)C)F 2-(4-(1-(4-chloro-3-fluorophenyl)-3,3-dimethyl-2,3-dihydro-1H-pyrrolo[3,2-b]pyridine-5-carbonyl)-3,3-dimethylpiperazin-1-yl)-5-methylthiazole-4-carboxylic acid